8-(4,4-difluoropiperidin-1-yl)-N-(1-(2,6-dioxopiperidin-3-yl)-3-methyl-2-oxo-2,3-dihydro-1H-benzo[d]imidazol-4-yl)octanamide FC1(CCN(CC1)CCCCCCCC(=O)NC1=CC=CC=2N(C(N(C21)C)=O)C2C(NC(CC2)=O)=O)F